BrC1=NC=C(C(=C1)OC=1C(=NC(=NC1)N)NCCNC)C(C)C 5-((2-bromo-5-iso-propyl-pyridin-4-yl)oxy)-N4-(2-(methyl-amino)ethyl)pyrimidine-2,4-diamine